NC1=CC(=C(C=C1)N1CCC2(CC(C2)N(C)C)CC1)Cl 7-(4-amino-2-chlorophenyl)-N,N-dimethyl-7-azaspiro[3.5]nonane-2-amine